COC1=C(C=C(C=C1)C(=O)N1CCC(CC1)CCNC)N1CNCC=C1 1-(2-methoxy-5-(4-(2-(methylamino)ethyl)piperidine-1-carbonyl)phenyl)dihydropyrimidine